acetyl(2-chlorobenzyl)amino-7-[(dimethylamino)methyl]-6-hydroxy-1-benzothiophene-3-carboxylate C(C)(=O)C1=CC(=C(C2=C1C(=C(S2)NCC2=C(C=CC=C2)Cl)C(=O)[O-])CN(C)C)O